2-(4-chloro-3-fluorophenoxy)-N-(3-(5-(3-fluoroazetidin-3-yl)-1,3,4-oxadiazol-2-yl)bicyclo[1.1.1]pent-1-yl)acetamide ClC1=C(C=C(OCC(=O)NC23CC(C2)(C3)C=3OC(=NN3)C3(CNC3)F)C=C1)F